N-((3-phenyl-1H-pyrazol-4-yl)methyl)-4-(trifluoromethylthio)benzamide C1(=CC=CC=C1)C1=NNC=C1CNC(C1=CC=C(C=C1)SC(F)(F)F)=O